11-(2,6-diphenyl-pyrimidin-4-yl)-11H-indolo[3,2-c]isoquinoline C1(=CC=CC=C1)C1=NC(=CC(=N1)N1C2=CC=CC=C2C=2N=CC3=CC=CC=C3C21)C2=CC=CC=C2